C(C)(C)(C)OC(=O)N1[C@@](CC[C@@H]1[C@@H](O)C1=CC(=CC=C1)F)(C)CC1CCC(CC1)OC (2R,5R)-5-((S)-(3-fluorophenyl)(hydroxy)methyl)-2-(((1R,4R)-4-methoxycyclohexyl)methyl)-2-methylpyrrolidine-1-carboxylic acid tert-butyl ester